methyl hexadecanoate (methyl palmitate) CC(C(=O)O)CCCCCCCCCCCCCC.C(CCCCCCCCCCCCCCC)(=O)OC